CC1=C(C=C(C=C1)OS(=O)(=O)C1=CC=C(C=C1)C)[N+](=O)[O-] 4-methyl-3-nitrophenyl-4-methylbenzenesulfonate